(S)-N-((S)-1-(5-cyanopyrimidin-2-yl)pyrrolidin-3-yl)-4-(5-(5-fluoro-2-methoxypyridin-4-yl)-1H-pyrazole-3-carbonyl)-4-azaspiro[2.5]Octane-7-carboxamide C(#N)C=1C=NC(=NC1)N1C[C@H](CC1)NC(=O)[C@H]1CCN(C2(CC2)C1)C(=O)C1=NNC(=C1)C1=CC(=NC=C1F)OC